methyl 2-methyl-5-oxo-4-phenyl-1,4,5,7-tetrahydrofurano[3,4-b]pyridine-3-carboxylate CC1=C(C(C2=C(N1)COC2=O)C2=CC=CC=C2)C(=O)OC